N-(5-(benzo[d][1,3]dioxol-5-yl)-1-(3-hydroxybutyl)-1H-pyrazolo[3,4-b]pyridin-3-yl)pivalamide O1COC2=C1C=CC(=C2)C=2C=C1C(=NC2)N(N=C1NC(C(C)(C)C)=O)CCC(C)O